C(C)C1=NC(=NO1)C=1C=C2CC[C@H](C2=CC1)NC(=O)C=1C=NN(C1C)C (R)-N-(5-(5-ethyl-1,2,4-oxadiazol-3-yl)-2,3-dihydro-1H-inden-1-yl)-1,5-dimethyl-1H-pyrazole-4-carboxamide